(E)-7-bromo-4-(methoxymethyl)-2-(2-(4-methylpyrimidin-2-yl)vinyl)quinoline BrC1=CC=C2C(=CC(=NC2=C1)\C=C\C1=NC=CC(=N1)C)COC